CN(C(OC(C)(C)C)=O)CCN(CC=1C(=NC(=CC1)C)C=1CCN(CC1)C=1C=C(C=CC1)C)C tert-butyl methyl(2-(methyl((6-methyl-1'-(m-tolyl)-1',2',3',6'-tetrahydro-[2,4'-bipyridin]-3-yl)methyl)amino) ethyl)carbamate